FC1=CC(=C(C(=O)NC=2C(=NC(=CC2)OC)C)C=C1F)NC1=C(C=C(C=C1)F)OC 4,5-difluoro-2-((4-fluoro-2-methoxyphenyl)amino)-N-(6-methoxy-2-methylpyridin-3-yl)benzamide